1-[3-(1,1-difluoroethyl)pyrrolidin-3-yl]-N,N-dimethyl-methanamine FC(C)(F)C1(CNCC1)CN(C)C